C1C=CCC=2C(C3=CC=CC=C3C(C12)=O)=O 1,4-dihydroanthraquinone